Cl.F[C@@H]1CN(CC1)CCO (S)-2-(3-fluoropyrrolidin-1-yl)ethane-1-ol hydrochloride